Aminopropanol-ascorbic acid O=C1C(O)=C(O)[C@H](O1)[C@@H](O)CO.NC(CC)O